1-cyclopropyl-6-fluoro-7-(1-acetyl-octahydro-6H-pyrrolo[3,4-b]pyridin-6-yl)-3-(4-fluoro-cinnamoyl)-8-methoxyquinolin-4(1H)-one C1(CC1)N1C=C(C(C2=CC(=C(C(=C12)OC)N1CC2N(CCCC2C1)C(C)=O)F)=O)C(C=CC1=CC=C(C=C1)F)=O